CC1OC(CN(C1)C1=C(C=C(N)C=C1)OC)C 4-(2,6-dimethylmorpholino)-3-methoxyaniline